1H-benzo[1,2,3]triazol-1-yl trifluoromethyl-sulfinate (1H-benzo[1,2,3]triazol-1-yl trifluoromethanesulfinate) N1(N=NC2=C1C=CC=C2)S(=O)(O)C(F)(F)F.FC(F)(F)S(=O)ON2N=NC1=C2C=CC=C1